C(C1=CC=CC=C1)C1=C(SC=2N3C(COCC21)=NN=C3C)C#CC=3C=NN(C3)C3=C2C(N(C(C2=CC=C3)=O)C3C(NC(CC3)=O)=O)=O 4-(4-((3-benzyl-9-methyl-4H,6H-thieno[2,3-e][1,2,4]triazolo[3,4-c][1,4]oxazepin-2-yl)ethynyl)-1H-pyrazol-1-yl)-2-(2,6-dioxopiperidin-3-yl)isoindoline-1,3-dione